S1C(=NC2=C1C=CC=C2)S2C(=CC=C2)NC2CC2 S-(benzo[d]thiazol-2-yl)-N-cyclopropyl-thiolamine